(2R,3S)-3-((2-chloro-5-fluorobenzo[d]thiazol-6-yl)oxy)butan-2-yl (2-(2-((tert-butyldimethylsilyl)oxy)ethoxy)pyrimidin-5-yl)carbamate [Si](C)(C)(C(C)(C)C)OCCOC1=NC=C(C=N1)NC(O[C@H](C)[C@H](C)OC1=CC2=C(N=C(S2)Cl)C=C1F)=O